methyl (1aS,6aS)-4-methylenehexahydrocyclopropa[b]pyrrolizine-5a(3H)-carboxylate C=C1CN2[C@@H]3[C@H](CC2(C1)C(=O)OC)C3